CC(C)(C)[S@@](=O)N[C@@H]1CCSC2=CC=CC=C12 (R)-2-methyl-N-((R)-thiochroman-4-yl)propane-2-sulfinamide